dimethyl-1,3-dioxolane CC1(OCCO1)C